O[C@H]1CN(C[C@H]1OC)CC=1C=NN(C1)C1=NC(=NC=C1C)NC=1C(=CC(=C(C1)NC(C=C)=O)N1CCOCC1)OC N-(5-(4-(4-(((3S,4R)-3-hydroxy-4-methoxypyrrolidin-1-yl)methyl)-1H-pyrazol-1-yl)-5-methylpyrimidin-2-ylamino)-4-methoxy-2-morpholinophenyl)acrylamide